disodium 6-hydroxy-5-[(2-methoxy-5-methyl-4-sulfonatophenyl) azo]-2-naphthalenesulfonate OC=1C(=C2C=CC(=CC2=CC1)S(=O)(=O)[O-])N=NC1=C(C=C(C(=C1)C)S(=O)(=O)[O-])OC.[Na+].[Na+]